N-[5-(1H-benzimidazol-2-yl)-1H-pyrazol-3-yl]-4-[4-(2-methoxyethyl)piperazin-1-yl]benzamide N1C(=NC2=C1C=CC=C2)C2=CC(=NN2)NC(C2=CC=C(C=C2)N2CCN(CC2)CCOC)=O